C(C1=CC=CC=C1)N1C(=NC2=C(C1=O)CN(CC2)CC2=CC(=CC=C2)C#N)N(C)C 3-benzyl-6-(3-cyanobenzyl)-2-dimethylamino-5,6,7,8-tetrahydropyrido[4,3-d]pyrimidin-4(3H)-one